C1(=CC=CC=C1)C1(C=CC2=C(O1)C=1C=C(C(=CC1C1=C2C(C2=CC=CC=C21)(C)C)N2C(C(CCC2)CCC(=O)O)=CC(=O)O)OC)C2=CC=C(C=C2)N2CCOCC2 3-phenyl-3-(4-morpholinophenyl)-6-methoxy-7-(3-(2-hydroxycarbonylethyl)carboxymethylene-piperidin-1-yl)-13,13-dimethyl-3H,13H-indeno[2',3':3,4]naphtho[1,2-b]pyran